2-butoxyphosphine oxide CC(CC)O[PH2]=O